NC(CC(=O)O)C(NC(C(=O)OC)C(=O)OC1C(CCC(C1)C)C(C)C)=O 3-Amino-3-[(1-methoxy-3-{[5-methyl-2-(propan-2-yl)cyclohexyl]oxy}-1,3-dioxopropan-2-yl)carbamoyl]propanoic acid